1-(1-methyl-6-(1-(3-(1-((4-((5-(trifluoro-methyl)pyrimidin-2-yl)amino)piperidin-1-yl)sulfonyl)piperidin-4-yl)propyl)piperidin-4-yl)-1H-indazol-3-yl)dihydropyrimidine-2,4(1H,3H)-dione CN1N=C(C2=CC=C(C=C12)C1CCN(CC1)CCCC1CCN(CC1)S(=O)(=O)N1CCC(CC1)NC1=NC=C(C=N1)C(F)(F)F)N1C(NC(CC1)=O)=O